N,N-dimethyl-(2,4,6-trimethylaniline) tetrakis(pentafluorophenyl)borate FC1=C(C(=C(C(=C1[B-](C1=C(C(=C(C(=C1F)F)F)F)F)(C1=C(C(=C(C(=C1F)F)F)F)F)C1=C(C(=C(C(=C1F)F)F)F)F)F)F)F)F.CN(C1=C(C=C(C=C1C)C)C)C